4-chloro-10-[2,6-difluoro-4-({2-[(1-hydroxypropan-2-yl)amino]ethyl}amino)phenyl]-8-ethyl-9-oxo-6,8,10-triazatricyclo[9.4.0.02,7]pentadeca-1(11),2(7),3,5,12,14-hexaene-13-carbonitrile ClC1=CC=2C=3C=CC(=CC3N(C(N(C2N=C1)CC)=O)C1=C(C=C(C=C1F)NCCNC(CO)C)F)C#N